F[C@H]1[C@@H](O[C@@H]([C@H]1O)CO)N1C=CC=2C(N)=NC=NC12 7-deaza-2'-deoxy-2'-fluoroadenosine